tert-butyl N-(cyclobutylmethyl)-N-[(3R)-1-[4-[1-[4-(4-oxopyrido[1,2-a]pyrimidin-2-yl)triazol-1-yl]ethyl] phenyl]-3-piperidyl]carbamate C1(CCC1)CN(C(OC(C)(C)C)=O)[C@H]1CN(CCC1)C1=CC=C(C=C1)C(C)N1N=NC(=C1)C=1N=C2N(C(C1)=O)C=CC=C2